NC1=NC=CC=C1C1=CC=C(C=N1)C(=O)N(C)C 6-(2-amino-3-pyridinyl)-N,N-dimethyl-pyridine-3-carboxamide